O1CCC2=C1C=CC=C2N2C(SCC2=O)=N 3-(2,3-Dihydrobenzofuran-4-yl)-2-iminothiazolidin-4-one